tert-butyl (2-(difluoromethoxy)-4-(trifluoromethyl)phenethyl)carbamate FC(OC1=C(CCNC(OC(C)(C)C)=O)C=CC(=C1)C(F)(F)F)F